tert-butyl 3-(2,3-dichloro-6-fluorophenyl)-3-{[2-(2-ethoxy-2-oxoethyl)-3-(trifluoromethyl)indazol-6-yl]amino}pyrrolidine-1-carboxylate ClC1=C(C(=CC=C1Cl)F)C1(CN(CC1)C(=O)OC(C)(C)C)NC=1C=CC2=C(N(N=C2C1)CC(=O)OCC)C(F)(F)F